tert-butyl 2-((6-chloro-3-(5-methyl-1,3,4-oxadiazol-2-yl)pyridazin-4-ylamino)methyl)morpholine-4-carboxylate ClC1=CC(=C(N=N1)C=1OC(=NN1)C)NCC1CN(CCO1)C(=O)OC(C)(C)C